13-methyl-2-(p-tolyl)benzo[c]pyrazino[2,3-g]pyrazolo[1,5-a][1,5]naphthyridine CC=1C2=C(N=C3C4=C(C=5N(C13)N=C(C5)C5=CC=C(C=C5)C)C=CC=C4)N=CC=N2